CC(C(=O)O)=CCC cis-2-methyl-3-ethylacrylic acid